OC=1C=C2C=C(C(OC2=CC1O)=O)C1=COC2=CC(=C(C(=C2C1=O)C(=O)OCC=1N=NN(C1)CC(=O)N[C@@H](CCCNC(N)=N)C(=O)O)O)O N2-{[4-({[(6,6',7,7'-tetrahydroxy-2,4'-dioxo-2H,4'H-3,3'-bichromen-5'-yl)carbonyl]oxy}methyl)-1H-1,2,3-triazol-1-yl]acetyl}-L-arginine